NC1=C(C(=NC=N1)C1=C(C(=NC=C1)N1C(C2=CC=3CC(CC3N2CC1)(C)C)=O)CO)OC[C@H]1N(CCC1)C(C=C)=O 10-[4-(6-amino-5-[[(2S)-1-(prop-2-enoyl)pyrrolidin-2-yl]methoxy]pyrimidin-4-yl)-3-(hydroxymethyl)pyridin-2-yl]-4,4-dimethyl-1,10-diazatricyclo[6.4.0.0^[2,6]]dodeca-2(6),7-dien-9-one